FC1=C2C(N(C(C2=CC=C1)=O)C=1C=NC(=CC1)C)=O 4-fluoro-2-(6-methylpyridin-3-yl)isoindoline-1,3-dione